C(C)(C)(C)C1=NOC(=C1)C(=O)NC12C[C@@H](C(CC1)(CC2)NC(COC2=CC(=C(C=C2)Cl)F)=O)O 3-tert-butyl-N-{(3S)-4-[2-(4-chloro-3-fluorophenoxy)acetylamino]-3-hydroxybicyclo[2.2.2]octan-1-yl}-1,2-oxazole-5-carboxamide